C(C=C)OC1(CC1)C(=O)N(C)OC 1-(allyl-oxy)-N-methoxy-N-methylcyclopropane-1-carboxamide